(S)-N-(3-(4-bromobenzo[d]oxazol-2-yl)-1-((1-cyanocyclopropyl)amino)-1-oxopropan-2-yl)-3-chlorobenzamide BrC1=CC=CC2=C1N=C(O2)C[C@@H](C(=O)NC2(CC2)C#N)NC(C2=CC(=CC=C2)Cl)=O